NC1=C(C(=O)O)C=C(N=C1Cl)Cl 3-amino-2,6-dichloro-isonicotinic acid